C(C)(C)(C)OC(=O)NCC1=CC=C(C=C1)NC(=O)C1=CC2=C(OCCC3=C2SC=C3)C=C1C=1C(=NC(=CC1)C(NCCCCO)=O)C(=O)OC methyl 3-(9-((4-(((tert-butoxycarbonyl)amino)methyl)phenyl)carbamoyl)-4,5-dihydrobenzo[b]thieno[2,3-d]oxepin-8-yl)-6-((4-hydroxybutyl)carbamoyl)picolinate